3-(4-(bis(6-methoxy-[1,1'-Biphenyl]-3-yl)amino)phenyl)-N,N-bis(6-methoxy-[1,1'-Biphenyl]-3-yl)-1,1,3-trimethyl-2,3-dihydro-1H-inden-5-amine COC1=CC=C(C=C1C1=CC=CC=C1)N(C1=CC=C(C=C1)C1(CC(C2=CC=C(C=C12)N(C=1C=C(C(=CC1)OC)C1=CC=CC=C1)C=1C=C(C(=CC1)OC)C1=CC=CC=C1)(C)C)C)C=1C=C(C(=CC1)OC)C1=CC=CC=C1